C(CCCCCCCCCCCCC\C=C/C=C)=O (15Z)-15,17-octadecadienal